FC1=C(C=CC=C1)C1C2CC2CN1C=1N=CC(=NC1)C(=O)N[C@H](C)\C=C\S(=O)(=O)C 5-(2-(2-fluorophenyl)-3-azabicyclo[3.1.0]hexan-3-yl)-N-((R,E)-4-(methylsulfonyl)but-3-en-2-yl)pyrazine-2-carboxamide